C1(CC1)C1=NN(C=C1CN(C)C)C1=NC(=NC=C1C)NC=1C(=CC(=C(C1)C(C(=O)N)=C)N1CCOCC1)OC 5-(4-(3-cyclopropyl-4-((dimethylamino)methyl)-1H-pyrazol-1-yl)-5-methylPyrimidin-2-ylamino)-4-methoxy-2-morpholinophenyl-acrylamide